C(C)OC(=O)C=1N=CN(C1)C(CC)CC 1-(pentan-3-yl)-1H-imidazole-4-carboxylic acid ethyl ester